FC(N1N=CC=2N(CC(CC21)CNC(OCCCC)=O)C2=CC=C(C=C2)C(F)(F)F)F butyl ((1-(difluoromethyl)-4-(4-(trifluoromethyl)phenyl)-4,5,6,7-tetrahydro-1H-pyrazolo[4,3-b]pyridin-6-yl)methyl)carbamate